2,6-BIS(TRIFLUOROMETHYL)PHENYLBORONIC ACID FC(C1=C(C(=CC=C1)C(F)(F)F)B(O)O)(F)F